4-chlorobenzene-1,2-diol ClC=1C=C(C(=CC1)O)O